(S)-6-(1-(2,6-dichlorobenzoyl)pyrrolidin-2-yl)-9-hydroxy-2-(2-(phenylsulfonyl)ethyl)-3,4-dihydro-2H-pyrazino[1,2-c]pyrimidine-1,8-dione ClC1=C(C(=O)N2[C@@H](CCC2)C2=NC(C(=C3N2CCN(C3=O)CCS(=O)(=O)C3=CC=CC=C3)O)=O)C(=CC=C1)Cl